1,1'-(1,4-cyclohexanediyl)dipyrrolidinium C1(CCC(CC1)[NH+]1CCCC1)[NH+]1CCCC1